7-Oxa-1-azaspiro[3.5]nonane N1CCC12CCOCC2